O[C@]1(C(C)=O)CC[C@H]2[C@@H]3CCC4=CC(CC[C@]4(C)C3=CC[C@]12C)=O 17α-hydroxypregna-4,9(11)-diene-3,20-dione